C(C=O)N The molecule is an amino aldehyde that is acetaldehyde in which one of the hydrogens of the methyl group has been replaced by an amino group. It has a role as an Escherichia coli metabolite. It is an omega-aminoaldehyde and an amino aldehyde. It is a conjugate base of an ammonioacetaldehyde.